FC1=C(OC2=CC(=NC(=N2)N)N)C(=C(C(=C1F)C=C)F)F 6-(2,3,5,6-tetrafluoro-4-vinyl-phenoxy)pyrimidine-2,4-diamine